6-(benzyloxy)pyridin C(C1=CC=CC=C1)OC1=CC=CC=N1